O=C1N(C(CCC1N1C(N(C2=C1C=CC(=C2)N2CC1N(C(C2)C1)C(=O)OC(C)(C)C)C)=O)=O)COCC[Si](C)(C)C tert-butyl 3-[1-(2,6-dioxo-1-{[2-(trimethylsilyl)ethoxy]methyl}piperidin-3-yl)-3-methyl-2-oxo-1,3-benzodiazol-5-yl]-3,6-diazabicyclo[3.1.1]heptane-6-carboxylate